C12CN(CCC2NC1)C1=NC(=NC2=C(C(=C(C=C12)Cl)C1=C(C(=CC(=N1)N)C)C(F)(F)F)F)OC[C@@]12CCCN2C[C@@H](C1)F 6-(4-(3,7-diazabicyclo[4.2.0]octan-3-yl)-6-chloro-8-fluoro-2-(((2R,7aR)-2-fluorotetrahydro-1H-pyrrolizin-7a(5H)-yl)methoxy)quinazolin-7-yl)-4-methyl-5-(trifluoromethyl)pyridin-2-amine